FC1=C(C=C(C=C1)C(F)(F)F)C(NC(=O)C=1C(=NC(=C(C1)C=1C=CC=2N(N1)C=C(N2)NC(CO)=O)C)C)[2H] N-{[2-fluoro-5-(trifluoro-methyl)phenyl](deutero)methyl}-5-[2-(2-hydroxy-acetamido)imidazo[1,2-b]pyridazin-6-yl]-2,6-dimethylpyridine-3-carboxamide